N-(5-hydroxypyridin-2-yl)azetidine-3-carboxamide trifluoroacetate salt FC(C(=O)O)(F)F.OC=1C=CC(=NC1)NC(=O)C1CNC1